FC1=C2CN(C(C2=CC=C1C=1C=C(C=2C(N1)=C(NN2)NC(C)C)CN2CCC(CC2)C(F)(F)F)=O)C2C(NC(CC2)=O)=O 3-(4-fluoro-5-(3-(isopropylamino)-7-((4-(trifluoromethyl)piperidin-1-yl)methyl)-2H-pyrazolo[4,3-b]pyridin-5-yl)-1-oxoisoindolin-2-yl)piperidine-2,6-dione